ClC=1C=2N(C=C(C1)S(=O)(=O)N(COCC[Si](C)(C)C)[C@@]1([C@@H](C1)F)C)C(=NC2)C=2SC(=NN2)C(F)F cis-8-chloro-3-(5-(difluoromethyl)-1,3,4-thiadiazol-2-yl)-N-(2-fluoro-1-methylcyclopropyl)-N-((2-(trimethylsilyl)ethoxy)methyl)imidazo[1,5-a]pyridine-6-sulfonamide